C(CC\C=C/CCCCCC)[Mg]Cl (Z)-4-undecenyl-magnesium chloride